1,3-dicarboxyl-naphthalene C(=O)(O)C1=CC(=CC2=CC=CC=C12)C(=O)O